2-ethoxyl-ethoxycarbonyl-1,2-dihydroquinoline O(CC)CCOC(=O)N1CC=CC2=CC=CC=C12